FC(C(=O)O)(F)F.C1N(CC12CNC2)C2=CC=C(C=N2)C=2C=CC1=CN(N=C1C2F)C(C(=O)NC=2SC=CN2)C2=C1N(C=N2)CCC1 2-[6-[6-(2,6-diazaspiro[3.3]heptan-2-yl)-3-pyridinyl]-7-fluoro-indazol-2-yl]-2-(6,7-dihydro-5H-pyrrolo[1,2-c]imidazol-1-yl)-N-thiazol-2-yl-acetamide trifluoroacetate